Benzyl (3,3-difluoro-3-(pyridin-2-ylsulfonyl)propyl)carbamate FC(CCNC(OCC1=CC=CC=C1)=O)(S(=O)(=O)C1=NC=CC=C1)F